(3aS,7aR)-3-(7,8-dihydrofuro[3,2-e][1,3]benzothiazol-2-yl)-5-(2-propyn-1-yl)octahydro-2H-imidazo[4,5-c]pyridin-2-one N1=C(SC2=C1C1=C(C=C2)OCC1)N1C(N[C@H]2[C@@H]1CN(CC2)CC#C)=O